2-(1-(4-amino-3-(3-fluoro-4-methoxyphenyl)-1H-pyrazolo[3,4-d]pyrimidin-1-yl)ethyl)-3-cyclopropyl-6-fluoroquinazolin-4(3H)-one NC1=C2C(=NC=N1)N(N=C2C2=CC(=C(C=C2)OC)F)C(C)C2=NC1=CC=C(C=C1C(N2C2CC2)=O)F